2-(11-methyldodecyloxy)ethanol phosphate P(=O)(O)(O)OCCOCCCCCCCCCCC(C)C